FC=1C=C(OC2=C(C=C3CCN(CC3=C2)C(C=C)=O)C)C=CC1C(F)(F)F 1-(7-(3-fluoro-4-(trifluoromethyl)phenoxy)-6-methyl-3,4-dihydroisoquinolin-2(1H)-yl)prop-2-en-1-one